O1C(=CC=C1)/C=C/C(=O)C1=CC=CC=C1 (E)-3-(furan-2-yl)-1-phenylpropan-2-en-1-one